1-benzimidazol-2-yl-3-bromophenylprop-2-en-1-one N1=C(NC2=C1C=CC=C2)C2(CC(=CC=C2)Br)C(C=C)=O